C(C)C1CCCCCC1 2-ethylcycloheptane